NC1=NC=2C=C(C(=CC2C2=C1COC2)C(=O)N(C2COC2)CC=2C=CC1=C(CC3(CCN(CC3)C)O1)C2)F 4-amino-7-fluoro-N-((1'-methyl-3H-spiro[benzofuran-2,4'-piperidin]-5-yl)methyl)-N-(oxetan-3-yl)-1,3-dihydrofuro[3,4-c]quinoline-8-carboxamide